tert-butyl-(S)-(4-ethyl-8-fluoro-4-hydroxy-11-((methylamino)methyl)-3,14-dioxo-3,4,12,14-tetrahydro-1H-pyrano[3',4':6,7]indolizino[1,2-b]quinolin-9-yl)carbamate C(C)(C)(C)OC(NC1=CC=2C(=C3C(=NC2C=C1F)C1=CC2=C(C(N1C3)=O)COC([C@]2(O)CC)=O)CNC)=O